[O].[N].[C].[B] boron Carbon Nitrogen Oxygen